3-chloro-6-(2,6-diazaspiro[3.3]heptan-2-yl)-2-piperazin-1-yl-quinoline dihydrochloride Cl.Cl.ClC=1C(=NC2=CC=C(C=C2C1)N1CC2(C1)CNC2)N2CCNCC2